tert-butyl (S)-2-(3-(3-(trifluoromethyl)-4-(3-(4-(trifluoromethyl)phenyl)propoxy)phenyl)-1,2,4-oxadiazol-5-yl)pyrrolidine-1-carboxylate FC(C=1C=C(C=CC1OCCCC1=CC=C(C=C1)C(F)(F)F)C1=NOC(=N1)[C@H]1N(CCC1)C(=O)OC(C)(C)C)(F)F